C(C)C=1C=2N(C=C(N1)C(=O)N)C=C(N2)C 8-ethyl-2-methylimidazo[1,2-a]pyrazine-6-carboxamide